NC1CCC(CC1)NC1=NC2=CC=C(C(=C2C=N1)C)C=1C=CC(=NC1OC)NS(=O)(=O)C1=C(C=CC=C1)Cl N-(5-(2-(((1r,4r)-4-aminocyclohexyl)amino)-5-methylquinazolin-6-yl)-6-methoxypyridin-2-yl)-2-chlorobenzenesulfonamide